CC1(CNC1)NC1=CC=C(CC=2C(NC3=CC=CC=C3C2)=O)C=C1 3-(4-((3-methylazetidin-3-yl)amino)benzyl)quinolin-2(1H)-one